N-(1-(3-chlorophenyl)-2-hydroxyethyl)-1-(2-(((S)-1-hydroxybutan-2-yl)amino)pyridin-4-yl)-1H-imidazole-4-carboxamide ClC=1C=C(C=CC1)C(CO)NC(=O)C=1N=CN(C1)C1=CC(=NC=C1)N[C@H](CO)CC